(S)-1-((1r,4S)-4-fluorocyclohexyl)-3-(isoquinolin-4-yl)-2-oxoimidazoline-4-carbonitrile FC1CCC(CC1)N1C(N([C@@H](C1)C#N)C1=CN=CC2=CC=CC=C12)=O